2,4-dichloro-N-(thiazol-5-ylcarbamoyl)benzamide ClC1=C(C(=O)NC(NC2=CN=CS2)=O)C=CC(=C1)Cl